C1(CC1)C1=CN(C=2N=CN=C(C21)N2C[C@H](N(C[C@@H]2C)C(=O)OC(C)(C)C)C)C2=CC(=CC=C2)F tert-Butyl (2R,5S)-4-(5-cyclopropyl-7-(3-fluorophenyl)-7H-pyrrolo[2,3-d]pyrimidin-4-yl)-2,5-dimethylpiperazine-1-carboxylate